CCCCCCCC(=O)OCC ethyl n-octanoate